3-((4-methoxyphenyl)amino)-4-(((5-(5-(trifluoromethyl)-1,2,4-oxadiazol-3-yl)pyridin-2-yl)methyl)amino)cyclobut-3-ene-1,2-dione COC1=CC=C(C=C1)NC=1C(C(C1NCC1=NC=C(C=C1)C1=NOC(=N1)C(F)(F)F)=O)=O